(S)-ethyl 8-(2-amino-6-((R)-2,2,2-trifluoro-1-(4'-methyl-3-(3-methyl-1H-pyrazol-1-yl)-[1,1'-biphenyl]-4-yl)ethoxy)pyrimidin-4-yl)-2,8-diazaspiro[4.5]decane-3-carboxylate NC1=NC(=CC(=N1)N1CCC2(C[C@H](NC2)C(=O)OCC)CC1)O[C@@H](C(F)(F)F)C1=C(C=C(C=C1)C1=CC=C(C=C1)C)N1N=C(C=C1)C